[Ag]O.[Cu] copper-silver hydroxide